2-(5-methoxy-2-methyl-1H-indol-3-yl)-N,N-dimethylethylamine COC=1C=C2C(=C(NC2=CC1)C)CCN(C)C